(2-((3,3-difluorocyclobutyl)amino)-5-methylpyrimidin-4-yl)-1H-imidazole-4-carboxylic acid methyl ester COC(=O)C=1N=CN(C1)C1=NC(=NC=C1C)NC1CC(C1)(F)F